(3-chlorophenethyl)-3-((4-(methylsulfonyl)phenoxy)methyl)piperidin-4-ol ClC=1C=C(CCN2CC(C(CC2)O)COC2=CC=C(C=C2)S(=O)(=O)C)C=CC1